CN1C2(CCC2)C(N(C1=O)C1=CC(=C(C#N)C=C1)C(F)(F)F)=O 4-(5-methyl-6,8-dioxo-5,7-diazaspiro[3.4]oct-7-yl)-2-trifluoromethyl-benzonitrile